C(C1=CC=CC=C1)NC1=NC(=NC2=CC(=CC=C12)[C@@]1(O[C@@H]([C@H]([C@H]1OCC1=CC=CC=C1)OCC1=CC=CC=C1)COCC1=CC=CC=C1)C#N)Cl (2R,3R,4R,5R)-2-[4-(benzylamino)-2-chloroquinazolin-7-yl]-3,4-bis(benzyloxy)-5-[(benzyloxy)methyl]oxolane-2-carbonitrile